N-((1r,4r)-4-(3-Chloro-4-cyanophenoxy)cyclohexyl)-6-(4-((4-(4-(2,4-dioxotetrahydropyrimidin-1(2H)-yl)-1-isopropyl-1H-indole-6-carbonyl)piperazin-1-yl)methyl)piperidin-1-yl)nicotinamide ClC=1C=C(OC2CCC(CC2)NC(C2=CN=C(C=C2)N2CCC(CC2)CN2CCN(CC2)C(=O)C2=CC(=C3C=CN(C3=C2)C(C)C)N2C(NC(CC2)=O)=O)=O)C=CC1C#N